cyanopyrazole (phenyl)dithiocarbamate C1(=CC=CC=C1)NC(S)=S.C(#N)C1=NNC=C1